(2R,5S)-tert-butyl 5-(4-bromobenzyl)-2-(2-hydroxypropan-2-yl)morpholine-4-carboxylate BrC1=CC=C(C[C@H]2CO[C@H](CN2C(=O)OC(C)(C)C)C(C)(C)O)C=C1